COCCC1=CC=2C3=NNC=4C=CC(OCCCNC(OCC(=C1)C2)=O)=CC34 4-(2-methoxyethyl)-8,14-dioxa-10,19,20-triazatetracyclo[13.5.2.12,6.018,21]tricosa-1(20),2(23),3,5,15(22),16,18(21)-heptaen-9-one